Methyl 2-(3,4-dichloro-2-nitro-phenyl)acetate ClC=1C(=C(C=CC1Cl)CC(=O)OC)[N+](=O)[O-]